N1=CC(=CC=C1)C1(CC=CC1)C#N 1-(pyridin-3-yl)cyclopent-3-ene-1-carbonitrile